CCC1=C(C(=NC1=O)/C=C\\2/C(=C(/C(=C/C3=C(C(=C(N3)/C=C\\4/C(=C\\C)/[C@H](C(=O)N4)C)C)CCC(=O)[O-])/N2)CCC(=O)[O-])C)C The molecule is dicarboxylate anion of (2R,3Z)-phycocyanobilin. It is a linear tetrapyrrole anion and a dicarboxylic acid dianion. It is a conjugate base of a (2R,3Z)-phycocyanobilin.